aminomethoxyquinoline tert-butyl-1-(4-(tert-butoxy)-3,3-dimethyl-4-oxobutyl)-6,6-difluorotetrahydro-1H-pyrrolo[3,2-c]isoxazole-4(5H)-carboxylate C(C)(C)(C)OC(=O)N1CC(C2N(OCC21)CCC(C(=O)OC(C)(C)C)(C)C)(F)F.NCOC2=NC1=CC=CC=C1C=C2